methyl 5-(difluoro(7-isopropyl-1,3-dimethyl-2-oxo-2,3-dihydro-1H-benzo[d]imidazol-5-yl)methyl)-[2,3'-bipyridine]-6'-carboxylate FC(C=1C=CC(=NC1)C=1C=NC(=CC1)C(=O)OC)(C1=CC2=C(N(C(N2C)=O)C)C(=C1)C(C)C)F